p-toluenesulphonylsemicarbazide CC1=CC=C(C=C1)S(=O)(=O)NNC(=O)N